FC=1C(=C(N)C=CC1)OC 3-fluoro-2-methoxyaniline